bis{2-[p-(tert-butyl)phenoxy]ethyl}amine C(C)(C)(C)C1=CC=C(OCCNCCOC2=CC=C(C=C2)C(C)(C)C)C=C1